C(C)(C)N(C(=O)C1=C(OC=2C(=NC=NC2)N2C[C@@H](CC2)CN2CC3(C2)CCC(CC3)NS([O-])(=O)=O)C=CC(=C1)F)C(C)C N-(2-(((S)-1-(5-(2-(diisoPropylcarbamoyl)-4-fluorophenoxy)pyrimidin-4-yl)pyrrolidin-3-yl)methyl)-2-azaspiro[3.5]nonan-7-yl)sulfamate